C(C)OC(=O)[C@@H]1C2C=CC(N1C(C)C1=CC=CC=C1)C2 (2S,3S)-3-(1-phenylethyl)-3-azabicyclo[2.2.1]hept-5-ene-2-carboxylic acid ethyl ester